C(C)(C)(C)C=1C=CC2=C(N=C(O2)C=2SC(=CC2)C=2OC3=C(N2)C=C(C=C3)C(C)C)C1 5-(tert-butyl)-2-(5-(5-isopropylbenzo[d]oxazol-2-yl)thiophen-2-yl)benzo[d]oxazol